COC1=C2CCC(CC2=CC=C1)N(CCC)CC1CCNCC1 5-methoxy-N-(piperidin-4-ylmethyl)-N-propyl-1,2,3,4-tetrahydronaphthalen-2-amine